N-(1-isobutyryl-2-(3-((3-methyloxetan-3-yl)ethynyl)benzyl)pyrrolidin-3-yl)ethane-sulfonamide C(C(C)C)(=O)N1C(C(CC1)NS(=O)(=O)CC)CC1=CC(=CC=C1)C#CC1(COC1)C